dimethyl-1-propanesulfonate CC(CC)(S(=O)(=O)[O-])C